2-amino-N-((3-fluoro-2-pyridinyl)methyl)-3-methyl-N-((1R)-1-(5-(trifluoromethyl)-2-pyridinyl)ethyl)-6-quinolinecarboxamide NC1=NC2=CC=C(C=C2C=C1C)C(=O)N([C@H](C)C1=NC=C(C=C1)C(F)(F)F)CC1=NC=CC=C1F